(R)-4-(1-(6-(4-(trifluoromethyl)benzyl)-6-azaspiro[2.5]octane-5-carboxamido)cyclopropyl)benzoic acid Sodium Salt [Na+].FC(C1=CC=C(CN2[C@H](CC3(CC3)CC2)C(=O)NC2(CC2)C2=CC=C(C(=O)[O-])C=C2)C=C1)(F)F